(2-fluorophenyl)-1H-imidazole-4-carboxylic acid FC1=C(C=CC=C1)N1C=NC(=C1)C(=O)O